OC=1C=C(C=CC1)C=1N=CC=2N(C1)C(=CN2)C2=NC=CC(=N2)N2CCN(CC2)C(C)=O 1-(4-(2-(6-(3-Hydroxyphenyl)imidazo[1,2-a]pyrazin-3-yl)pyrimidin-4-yl)piperazin-1-yl)ethan-1-one